5,6-dimethyl-3-[(4-nitrobenzyl)sulfanyl][1,2,4]triazolo[4,3-a]pyrimidin-7(8H)-one CC1=C(C(NC=2N1C(=NN2)SCC2=CC=C(C=C2)[N+](=O)[O-])=O)C